C(C)C(C(=O)O)C(C)=O.C(CC(=O)C)(=O)OCC ethyl acetoacetate (ethyl 3-oxobutyrate)